ClC=1C2=CN(N=C2C=CC1SC1=CN=C(N(C1=C=O)C)N1CCC2(CCC[C@H]2N[S@](=O)C(C)(C)C)CC1)C (R)-N-((R)-8-(5-((4-chloro-2-methyl-2H-indazol-5-yl)thio)-1-methyl-6-carbonyl-1,6-dihydropyrimidin-2-yl)-8-azaspiro[4.5]decan-1-yl)-2-methylpropan-2-sulfinamide